ClCC(CC(C(CCC(C(CC)Cl)Cl)Cl)Cl)Cl 1,2,4,5,8,9-hexachloroundecane